2,5-bis(n-octyloxycarbonylmethyl)-1,3,4-thiadiazole C(CCCCCCC)OC(=O)CC=1SC(=NN1)CC(=O)OCCCCCCCC